N1C(=NC2=C1C=CC=C2)C2=CC(=NN2)NC(=O)C=2C=NC(=CC2)N2CCC(CC2)N(S(=O)(=O)C)C N-[5-(1H-benzimidazol-2-yl)-1H-pyrazol-3-yl]-6-[4-[methyl(methylsulfonyl)amino]-1-piperidyl]pyridine-3-carboxamide